2-chloro-4-hydroxy-benzaldehyde ClC1=C(C=O)C=CC(=C1)O